ethyl 6-chloro-[1,3]thiazolo[5,4-b]pyridine-2-carboxylate ClC=1C=C2C(=NC1)SC(=N2)C(=O)OCC